(4S,5R)-3-tert-butyl 4-methyl 2,2,5-trimethyloxazolidine-3,4-dicarboxylate CC1(O[C@@H]([C@H](N1C(=O)OC(C)(C)C)C(=O)OC)C)C